C(C1=CC=CC=C1)OCCOCCOCC=1N=C(SC1)N(CC1=CC(=CC=C1)OCCOC)CC1=CC(=CC=C1)OCCOC 4-((2-(2-(benzyloxy)ethoxy)ethoxy)methyl)-N,N-bis(3-(2-methoxyethoxy)benzyl)thiazol-2-amine